BrC1=CC(=C(C=C1Cl)CC(=O)NC1=CCN(C=C1)C(C)(C)C)O 4-[[2-(4-Bromo-5-chloro-2-hydroxyphenyl)acetyl]amino]-N-tert.-Butyl-pyridin